(R)-9-((1-(3-(1,1-difluoro-2-hydroxyethyl)-2-fluorophenyl)ethyl)amino)-1,3,3,4,6-pentamethyl-3,4-dihydropyridazino[4,5-g]quinoxalin-2(1H)-one FC(CO)(F)C=1C(=C(C=CC1)[C@@H](C)NC1=NN=C(C=2C1=CC=1N(C(C(N(C1C2)C)(C)C)=O)C)C)F